C(C)(=O)O[C@@H]1/C=C/[C@@H]([C@@H](OC(C[C@@H](CC[C@@]1(C)O)O)=O)/C(=C/C=C/[C@H](COC(=O)N1CSCC1)C)/C)C 3-thiazolidinecarboxylic acid [(2R,3E,5E)-6-[(2R,3S,4E,6R,7R,10R)-6-acetyloxy-7,10-dihydroxy-3,7-dimethyl-12-oxo-1-oxacyclododec-4-en-2-yl]-2-methylhepta-3,5-dienyl]ester